N-[(1R)-1-{6-[(3R)-3-methylpiperazin-1-yl]pyridin-2-yl}ethyl]propionamide C[C@@H]1CN(CCN1)C1=CC=CC(=N1)[C@@H](C)NC(CC)=O